C(C1=CC=CC=C1)OC(=O)[C@@H]1CC=C[C@@H](C1)O.FC1=C(C=CC(=C1)F)S(=O)(=O)NC=1C(=NC=C(C1)C=1C=C2C(=C(C=NC2=CC1)F)N1CCN(CC1)C(\C=C\C(C)=O)=O)OC (E)-2,4-difluoro-N-(5-(3-fluoro-4-(4-(4-oxopent-2-enoyl)piperazin-1-yl)quinolin-6-yl)-2-methoxypyridin-3-yl)benzenesulfonamide benzyl-(1R,5R)-5-hydroxycyclohex-3-ene-1-carboxylate